[Si](C)(C)(C(C)(C)C)OCCOC1=C(C=CC(=C1)C(=O)OC)[C@H]1N(CC[C@@H](C1)O)C(=O)OC(C)(C)C tert-butyl (2S,4S)-2-(2-{2-[(tert-butyldimethylsilyl)oxy]ethoxy}-4-(methoxycarbonyl)phenyl)-4-hydroxypiperidine-1-carboxylate